4-(bromomethyl)-N,N-diphenylaniline BrCC1=CC=C(N(C2=CC=CC=C2)C2=CC=CC=C2)C=C1